N1(CCNCC1)C(=O)C=1C(OC2=C(C1)C=CC=C2)=O 3-(piperazine-1-carbonyl)-2H-benzopyran-2-one